(4-(4-azidobutyl)piperidin-1-yl)(phenyl)methanone N(=[N+]=[N-])CCCCC1CCN(CC1)C(=O)C1=CC=CC=C1